C(#N)N=S(=O)(NC(NC1=C2CCCC2=CC=2CCCC12)=O)\C=C\[C@H]1N(CCC1)C1COC1 (E)-N'-cyano-N-((1,2,3,5,6,7-hexahydro-s-indacen-4-yl)carbamoyl)-2-((S)-1-(oxetan-3-yl)pyrrolidin-2-yl)ethene-1-sulfonimidamide